(R)-2-chloro-7-(1-methoxyethyl)-[1,2,4]triazolo[1,5-a]pyrimidin-6-amine ClC1=NN2C(N=CC(=C2[C@@H](C)OC)N)=N1